cholest-6(5)-ene-3β,4β,19,25-tetrol CC(C)(CCC[C@@H](C)[C@H]1CC[C@H]2[C@@H]3CC=C4[C@H]([C@H](CC[C@]4(CO)[C@H]3CC[C@]12C)O)O)O